3-(N-(2-(bicyclo[3.1.0]hexan-3-yloxy)-4-chloro-5-cyanophenyl)sulfamoyl)-4-cyclopropylbenzoic acid C12CC(CC2C1)OC1=C(C=C(C(=C1)Cl)C#N)NS(=O)(=O)C=1C=C(C(=O)O)C=CC1C1CC1